BrC1=CN(C=2N=CN=C(C21)NCC2=CC=CC(=N2)N(CCO)CC)COCC[Si](C)(C)C 2-((6-(((5-Bromo-7-((2-(trimethylsilyl)ethoxy)methyl)-7H-pyrrolo[2,3-d]pyrimidin-4-yl)amino)methyl)pyridin-2-yl)(ethyl)amino)ethan-1-ol